S1CN(C2=C1C=CC=C2)C(=O)N benzo[d][1,3]thiazole-3-carboxamide